[O+2].[F-].[Mg+2].[F-].[F-].[F-] magnesium fluoride oxygen